FC=1C=C(C2=C(CNS(O2)(=O)=O)C1)C1=CC=C(C=C1)C(=O)N1CCOCC1 (4-(6-fluoro-2,2-dioxido-3,4-dihydrobenzo[e][1,2,3]oxathiazin-8-yl)phenyl)(morpholino)methanone